CC1([C@H](CC2=CC=CC=C12)NC=1C=CC(=NC1)[C@@H](C(F)(F)F)N(C(=O)[C@@H]1CN(CCO1)C(=O)OC(C)(C)C)C)C tert-Butyl (S)-2-(((S)-1-(5-(((S)-1,1-dimethyl-2,3-dihydro-1H-inden-2-yl)amino)pyridin-2-yl)-2,2,2-trifluoroethyl)(methyl)carbamoyl)morpholine-4-carboxylate